2-(5-(benzyloxy)pyrimidin-2-yl)propan-2-ol C(C1=CC=CC=C1)OC=1C=NC(=NC1)C(C)(C)O